2-methyl-1-propenyl-tri(iso-propoxy)tin CC(=C[Sn](OC(C)C)(OC(C)C)OC(C)C)C